trans-linoleate C(CCCCCCC\C=C\C\C=C/CCCCC)(=O)[O-]